C(C)OC(=O)C1=CC2=C(C(=N1)C=1N(C=CC1)C)C=CN2C 1-methyl-4-(1-methyl-1H-pyrrol-2-yl)-1H-pyrrolo[3,2-c]pyridine-6-carboxylic acid ethyl ester